C1(=CC=CC=C1)N1N=NC(=C1)CC=1OC=C(N1)C(=O)O 2-((1-phenyl-1H-1,2,3-triazol-4-yl)methyl)oxazole-4-carboxylic acid